ClC=1C=C(C=CC1F)NC(=O)C1=C(N=CN1C)C1CC2CC(CC2C1)(O)C1=C(C(=NN1C)I)F N-(3-chloro-4-fluorophenyl)-4-(5-(4-fluoro-3-iodo-1-methyl-1H-pyrazol-5-yl)-5-hydroxyoctahydro-pentalen-2-yl)-1-methyl-1H-imidazole-5-carboxamide